C1(CC1)C([C@@H](C(=O)NC1=NC(=C(C=C1)C=1C(=NNC1C)C)F)NC(=O)C=1N(N=CC1)CC1CC(C1)(F)F)C1CC1 N-[(1S)-1-(dicyclopropylmethyl)-2-[[5-(3,5-dimethyl-1H-pyrazol-4-yl)-6-fluoro-2-pyridyl]amino]-2-oxo-ethyl]-2-[(3,3-difluorocyclobutyl)methyl]pyrazole-3-carboxamide